C(#N)C1=CC=C(C=C1)S(=O)(=O)NC=1C=C2C(N(C(C2=CC1)=O)C1C(NC(CC1)=O)=O)=O 4-cyano-N-(2-(2,6-dioxopiperidin-3-yl)-1,3-dioxoisoindolin-5-yl)benzenesulfonamide